pentazatricyclo[7.3.0.02,6]dodeca-1(9),2,4,7,11-pentaene C1=2C3=NN=NN3N=CC2CC=C1